CS(=O)(=O)C1(CC1)C1=CC=CC(=N1)C(=O)O 6-(1-methanesulfonylcyclopropyl)pyridine-2-carboxylic acid